(ethyl-(methyl)carbamoyl)picolinic acid methyl ester COC(C1=NC=CC=C1C(N(C)CC)=O)=O